1-(tert-butyl)-3-(3,5-dimethylphenyl)-5-methyl-pyrazole-4-ol C(C)(C)(C)N1N=C(C(=C1C)O)C1=CC(=CC(=C1)C)C